ClC1=CC2=C(N=CN(C2=O)COCC[Si](C)(C)C)C(=N1)C1=C(C(=CC=C1C)O)C 6-chloro-8-(3-hydroxy-2,6-dimethylphenyl)-3-((2-(trimethylsilyl)ethoxy)methyl)pyrido[3,4-d]pyrimidin-4(3H)-one